C(C=C)(=O)N1CC(CC1)(C(=O)N1CCC(CC1)N1N=CC(=C1)C=1C=C(C=2N(C1)N=CC2C#N)OC)C#N 6-(1-(1-(1-acryloyl-3-cyanopyrrolidine-3-carbonyl)piperidin-4-yl)-1H-pyrazol-4-yl)-4-methoxypyrazolo[1,5-a]pyridine-3-carbonitrile